2-((1,6-dimethyl-2-(4-(trimethylammonio)butyl)pyrimidin-4(1H)-ylidene)methyl)-3-methyl-6-((3-(trimethylammonio)propyl)carbamoyl)benzo[d]thiazol-3-ium CN1C(=NC(C=C1C)=CC=1SC2=C([N+]1C)C=CC(=C2)C(NCCC[N+](C)(C)C)=O)CCCC[N+](C)(C)C